Carbazole-8-yl triflate O(S(=O)(=O)C(F)(F)F)C=1C=CC=C2C=3C=CC=CC3NC12